tert-butyl 2-(4-(5-chloro-2-(4-chloro-1H-1,2,3-triazol-1-yl)phenyl)-2,5-dioxopiperazin-1-yl)-3-(4-fluorophenyl)propanoate ClC=1C=CC(=C(C1)N1CC(N(CC1=O)C(C(=O)OC(C)(C)C)CC1=CC=C(C=C1)F)=O)N1N=NC(=C1)Cl